6-(4-(3-(3-(3-fluoropyridin-2-yl)prop-2-yn-1-yl)piperazin-1-yl)pyridin-3-yl)-6-(2-hydroxy-2-methylpropoxy)pyrazolo[1,5-a]pyridine-3-carbonitrile FC=1C(=NC=CC1)C#CCC1CN(CCN1)C1=C(C=NC=C1)C1(C=CC=2N(C1)N=CC2C#N)OCC(C)(C)O